N-[(1S)-1-(4,4-difluorocyclohexyl)-2-[[1-[1-[1-(2,2-difluoro-ethyl)tetrazol-5-yl]-3,3-difluoro-propyl]pyrazol-4-yl]amino]-2-oxo-ethyl]-4-methyl-1,2,5-oxadiazole-3-carboxamide FC1(CCC(CC1)[C@@H](C(=O)NC=1C=NN(C1)C(CC(F)F)C1=NN=NN1CC(F)F)NC(=O)C1=NON=C1C)F